CC1=CC=C(C=C1)C=1C(N=CC=CC1)C1=CC(=C(C(=C1)OC)OC)OC 3-(4-methylphenyl)-2-(3,4,5-trimethoxyphenyl)-2H-azepine